[Er+3].ClC1=C2C(=NC=C1)NCC2(C2CC2)C=2C=C(C=CC2)N2C(CN(CC2)CCC2CCNCC2)=O 1-(3-{4-chloro-3-cyclopropyl-1H-pyrrolo[2,3-b]pyridin-3-yl}phenyl)-4-[2-(piperidin-4-yl)ethyl]piperazin-2-one erbium (III)